CC1(C=NC2=CC=C(C=C12)S(=O)(=O)O)C dimethyl-5-sulfo-3H-indol